7-(2-(2,6-dioxopiperidin-3-yl)-1,3-dioxoisoindolin-5-yl)-2,7-diazaspiro[3.5]nonane O=C1NC(CCC1N1C(C2=CC=C(C=C2C1=O)N1CCC2(CNC2)CC1)=O)=O